Cl.C(C)(C)C1=C(C(=O)N)C=CC(=C1)OCC1CCNCC1 isopropyl-4-(piperidin-4-ylmethoxy)benzamide hydrochloride